CC1=C(C(=CC=C1C(Cl)(Cl)Cl)S(=O)(=O)C)C1=NOCC1 3-(2-methyl-6-(methylsulfonyl)-3-(trichloromethyl)phenyl)-4,5-dihydro-isoxazole